theanine (γ-glutamyl-ethylamide) N[C@@H](CCC(=O)N(C([C@@H](N)CCC(=O)NCC)=O)CC)C(=O)O